ClC=1C(=NN(C1C(=O)OCC)CC1CCC(CC1)(F)F)C ethyl 4-chloro-1-((4,4-difluorocyclohexyl)methyl)-3-methyl-1H-pyrazole-5-carboxylate